3-(2-Bromophenyl)pentane-1,5-diol BrC1=C(C=CC=C1)C(CCO)CCO